C(#N)C#CCC(C1=CC=CC=C1)NS(=O)(=O)C1=CC=C(C=C1)C N-[(4-cyano)-1-phenyl-but-3-yn-1-yl]-4-methylbenzenesulfonamide